rac-N-(2,3-dihydroxypropyl)-5-((5-[4-(trifluoromethyl)phenyl]-1,3-oxazol-2-yl)amino)picolinamide methyl-azetidin-3-ylcarbamate CN(C(O)=O)C1CNC1.O[C@H](CNC(C1=NC=C(C=C1)NC=1OC(=CN1)C1=CC=C(C=C1)C(F)(F)F)=O)CO |r|